N-((1S)-(4,4-difluorocyclohexyl)(2-(((3R,5R)-2-oxo-5-(trifluoromethyl)piperidin-3-yl)methyl)imidazo[1,2-b][1,2,4]triazin-6-yl)methyl)-1-isopropyl-1H-pyrazole-5-carboxamide FC1(CCC(CC1)[C@H](NC(=O)C1=CC=NN1C(C)C)C=1N=C2N(N=C(C=N2)C[C@@H]2C(NC[C@@H](C2)C(F)(F)F)=O)C1)F